C1=NN=CC2=CC=CC(=C12)C(=O)O Phthalazine-8-carboxylic acid